1,3,5-tris(bromopropoxy)benzene BrCCCOC1=CC(=CC(=C1)OCCCBr)OCCCBr